ClC=1C(=NN(C1)CC)C(=O)N1CCN(CC1)CC(=O)C1=CC=C(C=C1)F 2-[4-(4-Chloro-1-ethyl-1H-pyrazole-3-carbonyl)-piperazin-1-yl]-1-(4-fluoro-phenyl)-ethanone